O1C(OCCC1)CCC1=C2C(C=C(N(C2=C(C=N1)Cl)C1=C(C=CC=C1Cl)Cl)CO[Si](C)(C)C(C)(C)C)=O 5-(2-(1,3-dioxan-2-yl)ethyl)-2-(((tert-butyldimethylsilyl)oxy)methyl)-8-chloro-1-(2,6-dichlorophenyl)-1,6-naphthyridin-4(1H)-one